C1(CCCC1)CCC1=NC(=NO1)C1=CC2=C(N(C=N2)CCN2CCCC2)C=C1 5-(2-cyclopentylethyl)-3-(1-(2-(pyrrolidin-1-yl)ethyl)-1H-benzo[d]imidazol-5-yl)-1,2,4-oxadiazole